(1-Cyclobutylpiperidin-3-yl)(6-(methylsulfonyl)naphthalen-2-yl)methanone C1(CCC1)N1CC(CCC1)C(=O)C1=CC2=CC=C(C=C2C=C1)S(=O)(=O)C